2-(4-chloro-2-methylphenoxy)ethan-1-one ClC1=CC(=C(OCC=O)C=C1)C